C(C=CC1=CC=CC=C1)(=O)NCCCCNC(C(=CCO)C)=O N-(4-cinnamamidobutyl)-4-hydroxy-2-methylbut-2-enamide